FC=1C=C(C=CC1)NC=1C=CC=C2CCN(CC12)C(C=C)=O 1-(8-((3-fluorophenyl)amino)-3,4-dihydroisoquinolin-2(1H)-yl)prop-2-en-1-one